(R)-N-((R)-1-(2,4-difluorophenyl)ethyl)-2-(6-fluoro-2-oxo-1,4-dihydroquinazolin-3(2H)-yl)-4-methylpentanamide FC1=C(C=CC(=C1)F)[C@@H](C)NC([C@@H](CC(C)C)N1C(NC2=CC=C(C=C2C1)F)=O)=O